N1N(N=C(C=C1)N)N triazine-2,4-diamine